tert-butyl 3-(3-fluoro-4-(7-((3-(4-fluoropiperidin-1-yl)propyl)carbamoyl)-6-methoxybenzo[d]imidazo[2,1-b]thiazol-2-yl)phenyl)pyrrolidine-1-carboxylate FC=1C=C(C=CC1C=1N=C2SC3=C(N2C1)C=C(C(=C3)C(NCCCN3CCC(CC3)F)=O)OC)C3CN(CC3)C(=O)OC(C)(C)C